3,4-DIHYDRO-2H-1-BENZOPYRAN-6-YLBORANEDIOL O1CCCC2=C1C=CC(=C2)B(O)O